BrC=1C=CC2=C(C(=N[C@H](C(N2)=NN)COC)C2=C(C=CC=C2F)F)C1Cl (3R)-7-bromo-6-chloro-5-(2,6-difluorophenyl)-3-(methoxymethyl)-1,3-dihydro-1,4-benzodiazepin-2-one hydrazone